5-[(3-aminophenyl)methyl]-N-(4-bromo-2-fluorophenyl)-4-methylpyridin-3-amine NC=1C=C(C=CC1)CC=1C(=C(C=NC1)NC1=C(C=C(C=C1)Br)F)C